N-[(2-aminoquinolin-7-yl)methyl]-2-cyclopropoxy-N-(2-methanesulfonylpyridin-3-yl)acetamide NC1=NC2=CC(=CC=C2C=C1)CN(C(COC1CC1)=O)C=1C(=NC=CC1)S(=O)(=O)C